C[C@@H]1N(C(OC1)=O)C1=NC(=CC=C1)N1[C@H]2[C@@](C3=C1N=C(N=C3)SC)(COC(C2)(C)C)C |o1:14,15| (S)-4-methyl-3-(6-rel-((4bR,8aR)-4b,7,7-trimethyl-2-(methylthio)-4b,7,8,8a-tetrahydropyrano[3',4':4,5]pyrrolo[2,3-d]pyrimidin-9(5H)-yl)pyridin-2-yl)oxazolidin-2-one